methyl (3R)-1-[[2-[3-[3-amino-6-(2-hydroxyphenyl) pyridazin-4-yl]-3,8-diazabicyclo[3.2.1]octan-8-yl]pyrimidin-5-yl]methyl]pyrrolidine-3-carboxylate NC=1N=NC(=CC1N1CC2CCC(C1)N2C2=NC=C(C=N2)CN2C[C@@H](CC2)C(=O)OC)C2=C(C=CC=C2)O